(4-(methylsulfonyl)phenyl)Ketone CS(=O)(=O)C1=CC=C(C=C1)C(=O)C1=CC=C(C=C1)S(=O)(=O)C